NCC=1C=CC(=C(C(=O)NC)C1)F 5-(aminomethyl)-2-fluoro-N-methylbenzamide